COC(=O)C=1C=2C(C=NN1)=CN(C(C2)=O)C2(CC2)C 6-(1-methylcyclopropyl)-7-oxo-6,7-dihydropyrido[3,4-d]pyridazine-1-carboxylic acid methyl ester